2,7-diiodo-9,9-bis(6'-bromohexyl)fluorene IC1=CC=2C(C3=CC(=CC=C3C2C=C1)I)(CCCCCCBr)CCCCCCBr